methacryloxyethyl-triethoxysilane C(C(=C)C)(=O)OCC[Si](OCC)(OCC)OCC